OCCCN1CCC(CC1)CC1CCN(CC1)C(=O)OCC[Si](C)(C)C 2-trimethylsilylethyl 4-[[1-(3-hydroxypropyl)-4-piperidyl]methyl]piperidine-1-carboxylate